NC=1C=2N(C3=CC(=C(C=C3N1)F)C(=O)N1CC(CC1)C1=C(C=C(C=C1)C(F)(F)F)F)C=NC2 (4-amino-7-fluoroimidazo[1,5-a]quinoxalin-8-yl)(3-(2-fluoro-4-(trifluoromethyl)phenyl)pyrrolidin-1-yl)methanone